4-Hydroxymethyl-1-cyclohexanecarboxylic acid OCC1CCC(CC1)C(=O)O